[Zr+4].[O-2].[Cd+2].[Ag+] silver cadmium oxide zirconium